iron (III)-calcium borate B([O-])([O-])[O-].[Ca].[Fe+3]